2,4-diamino-3-methylthio-5-propyltoluene NC1=C(C)C=C(C(=C1SC)N)CCC